6-Ethyl-2-methyl-3-phenyl-N-(pyridin-2-ylmethyl)-3,6-dihydro-2H-1,2,6-thiadiazine-4-carboxamide 1,1-dioxide C(C)N1C=C(C(N(S1(=O)=O)C)C1=CC=CC=C1)C(=O)NCC1=NC=CC=C1